BrC=1C(N(C(=CC1OCC1=C(C=C(C=C1)F)F)C)C=1C=C2C=NNC2=CC1)=O 3-bromo-4-[(2,4-difluorobenzyl)oxy]-1-(1H-indazol-5-yl)-6-methylpyridin-2(1H)-one